6-methyl-8-vinyl-quinoline-4-carbonitrile CC=1C=C2C(=CC=NC2=C(C1)C=C)C#N